hydroquinone-β-L-galacturonic acid O[C@@H]1[C@@H](O)[C@H](O)[C@H](O)[C@@H](O1)C(=O)O.C1(O)=CC=C(O)C=C1